2-(1-methoxyethyl)pyridine-4-carbonitrile COC(C)C1=NC=CC(=C1)C#N